4-(trifluoromethyl)pyridineamide formate salt C(=O)O.FC(C1=CC(=NC=C1)C(=O)N)(F)F